5-chloro-2-fluoro-4-((2-methyl-2H-indazol-6-yl)oxy)aniline ClC=1C(=CC(=C(N)C1)F)OC=1C=CC2=CN(N=C2C1)C